4-[4-cyano-6-[1-[(2S)-2-hydroxybutyl]pyrazol-4-yl]-2-methylindazol-3-yl]-2-(difluoromethoxy)-N-[(1-fluorocyclopropyl)methyl]-6-methoxybenzamide C(#N)C=1C2=C(N(N=C2C=C(C1)C=1C=NN(C1)C[C@H](CC)O)C)C1=CC(=C(C(=O)NCC2(CC2)F)C(=C1)OC)OC(F)F